(1S)-1-(6-(2-methyl-2H-pyrazolo[3,4-b]pyridin-5-yl)-1-benzothiophen-2-yl)-1-butanol CN1N=C2N=CC(=CC2=C1)C1=CC2=C(C=C(S2)[C@H](CCC)O)C=C1